NC1=C(C=C(C=C1)Br)C(=O)C1=CC=CC=C1 (2-amino-5-Bromophenyl)(phenyl)methanone